C(C)(C)C1=NNC(=C1)C(C)C 3,5-diisopropylpyrazole